[Cl-].C(CCCCCCCCCCCCCCCCC)(=O)OC(COP(=O)(OCCC#N)OCC[N+]1(CCOCC1)C)COC(CCCCCCCCCCCCCCCCC)=O 4-(2-(((2,3-bis(stearoyloxy)propoxy)(2-cyanoethoxy)phosphoryl)oxy)ethyl)-4-methylmorpholin-4-ium chloride